C(C1=CC=CC=C1)N(C1CCC(CC1)(O)C)CC1=CC=CC=C1 (1r,4r)-4-(dibenzylamino)-1-methylcyclohexanol